C(C)(C)(C)OC(NC1CCN(CC1)CC=1N=C(SC1)N)=O {1-[(2-amino-1,3-thiazol-4-yl)methyl]piperidin-4-yl}carbamic acid tert-butyl ester